cyclopropyl-4-((4-methoxybenzyl)amino)imidazo[1,5-a]quinoxaline-8-carboxylic acid C1(CC1)C1=NC=C2N1C1=CC(=CC=C1N=C2NCC2=CC=C(C=C2)OC)C(=O)O